CC=1C(=NC(=C(N1)CO)C)CO 3,6-dimethyl-2,5-pyrazinedimethanol